OCCCC(=C(C1=CC=C(C=C1)O)C1=CC=C(C=C1)N1CCN(CC1)/C(/N)=N/[H])C1=CC=CC=C1 (E)-4-(4-(5-hydroxy-1-(4-hydroxyphenyl)-2-phenylpent-1-en-1-yl)phenyl)piperazine-1-carboximidamide